C(#N)[C@H](C[C@H]1C(NCC1)=O)NC([C@H](CC(C)(C)C)NC(=O)C1=CC2=NC(=CC=C2N1)OC)=O N-[(2S)-1-({(1S)-1-cyano-2-[(3S)-2-oxopyrrolidin-3-yl]ethyl}amino)-4,4-dimethyl-1-oxopentan-2-yl]-5-methoxy-1H-pyrrolo[3,2-b]pyridine-2-carboxamide